tert-butyl ((4-((3-hydroxyazetidin-1-yl)methyl)-1-(4-(trifluoromethoxy)phenyl)-1H-pyrazolo[3,4-b]pyridin-3-yl)methyl)carbamate OC1CN(C1)CC1=C2C(=NC=C1)N(N=C2CNC(OC(C)(C)C)=O)C2=CC=C(C=C2)OC(F)(F)F